N6-(2,3-dihydro-1H-inden-4-yl)-1H-pyrazolo[3,4-b]pyridine-3,6-diamine C1CCC2=C(C=CC=C12)NC1=CC=C2C(=N1)NN=C2N